BrC=1C=C(C(=C(C1)S(=O)(=O)NC=1C=C(C(=C(C(=O)NC2=NNC=N2)C1)F)C1CC1)O)Cl 5-((5-Bromo-3-chloro-2-hydroxyphenyl)sulfonamido)-3-cyclopropyl-2-fluoro-N-(1H-1,2,4-triazol-3-yl)benzamide